(1-((2s,3r,4r,5r)-3-fluoro-4-hydroxy-5-(hydroxymethyl)tetrahydrofuran-2-yl)-2-oxo-1,2-dihydropyrimidin-4-yl)-6-methylnicotinamide F[C@H]1[C@H](O[C@@H]([C@H]1O)CO)N1C(N=C(C=C1)C1=C(C(=O)N)C=CC(=N1)C)=O